1-(6-(2-hydroxy-2-(4-methyl-1-oxo-1,3-dihydroisobenzofuran-5-yl)ethyl)-5,6,7,8-tetrahydropyrido[4,3-d]pyrimidin-2-yl)indoline-4-carbonitrile OC(CN1CC2=C(N=C(N=C2)N2CCC=3C(=CC=CC23)C#N)CC1)C=1C(=C2COC(C2=CC1)=O)C